methacrylic acid dihydrogen phosphate P(=O)(O)(O)O.C(C(=C)C)(=O)O